ClC1=NC=CC(=C1)C(C(F)(F)F)(C1=NN=CN1C)F 2-chloro-4-(1,2,2,2-tetrafluoro-1-(4-methyl-4H-1,2,4-triazol-3-yl)ethyl)pyridine